(9S)-9-Ethyl-5-fluoro-9-hydroxy-1-(3-hydroxypropyl)-1,4-dimethyl-1,2,3,9,12,15-hexahydro-10H,13H-benzo[de]pyrano[3',4':6,7]indolizino[1,2-b]quinoline-10,13-dione C(C)[C@]1(C(OCC=2C(N3CC=4C(=NC=5C=C(C(=C6C5C4C(CC6)(C)CCCO)C)F)C3=CC21)=O)=O)O